COCC1C2OC3=C(C21)C=CC=C3N 1-(methoxymethyl)-1a,6b-dihydro-1H-cyclopropa[b]benzofuran-3-amine